(S*)-(10,11-dihydrobenzo[6,7]oxepino[3,2-b]pyridin-10-yl)methanamine N1=C2C(=CC=C1)OC1=C([C@H](C2)CN)C=CC=C1 |o1:9|